N-(6-amino-5-ethylpyridin-3-yl)-2-((2S,5R)-4-isobutyl-5-methyl-2-phenylpiperazin-1-yl)-2-oxoacetamide NC1=C(C=C(C=N1)NC(C(=O)N1[C@H](CN([C@@H](C1)C)CC(C)C)C1=CC=CC=C1)=O)CC